C=CC(C)(C)C=1C(=C(C=C(C=CC(=O)[O-])C1)C(C)(C)C)O methylene-(3,5-di-tert-butyl-4-hydroxycinnamate)